5-acetyl-2-cyclopropyl-6-methyl-4-(thieno[2,3-b]pyridin-3-yl)-1,4-dihydropyridine-3-carboxylic acid cyclohexyl ester C1(CCCCC1)OC(=O)C1=C(NC(=C(C1C1=CSC2=NC=CC=C21)C(C)=O)C)C2CC2